tert-butyl (5-(bromomethyl)pyridin-2-yl)carbamate BrCC=1C=CC(=NC1)NC(OC(C)(C)C)=O